ClC=1C2=CN(N=C2C=CC1C1=CNC=2N=C(N(C(C21)=O)C)N2C[C@H](NCC2)CCO)C (R)-5-(4-chloro-2-methyl-2H-indazol-5-yl)-2-(3-(2-hydroxy-ethyl)piperazin-1-yl)-3-methyl-3,7-dihydro-4H-pyrrolo[2,3-d]pyrimidin-4-one